N-[(3-fluoro-4-methoxypyridin-2-yl)methyl]-3-(methoxymethyl)-1-({4-[(2-oxopyridin-1-yl)methyl]phenyl}methyl)pyrazole-4-carboxamide phosphate P(=O)(O)(O)O.FC=1C(=NC=CC1OC)CNC(=O)C=1C(=NN(C1)CC1=CC=C(C=C1)CN1C(C=CC=C1)=O)COC